5-(4,6-dichloro-5-hydroxypicolinamido)-2-(tetrahydro-2H-pyran-4-yl)-N-(2-(trifluoromethyl)benzyl)thiazole-4-carboxamide ClC1=CC(=NC(=C1O)Cl)C(=O)NC1=C(N=C(S1)C1CCOCC1)C(=O)NCC1=C(C=CC=C1)C(F)(F)F